C(C1=CC=CC=C1)(=O)NCC(C(=O)[O-])C(C)=O 2-benzoylaminomethyl-3-oxobutyrate